CC1N(C1)P(N1C(C1)C)(N1C(C1)C)=S Tri(2-methyl-1-aziridinyl)phosphine sulfide